C1=CC=C2C=CC=3C=CC=C4C5=C(C1=C2C43)C=CC=C5 Benzpyrene